O=C1NC(CCC1N1CC=2C(C1=O)=CSC2CNC(C(=O)C=2SC(=CC2)C(C)C)=O)=O N-((5-(2,6-dioxopiperidin-3-yl)-4-oxo-5,6-dihydro-4H-thieno[3,4-c]pyrrol-1-yl)-methyl)-2-(5-isopropylthiophen-2-yl)-2-oxoacetamide